N1(CCSCC1)C1=CC(OC2=CC3=C(C=C12)C=CC=C3)=O 4-Thiomorpholin-4-yl-benzo[g]chromen-2-one